C(C1=CC=CC=C1)O[C@H]1[C@H]([C@@H](O[C@]1(CO[Si](C(C)C)(C(C)C)C(C)C)COCC1=CC=CC=C1)N1C=2N=C(NC(C2N=C1)=O)NC(C(C)C)=O)O N-[9-[(2R,3R,4S,5S)-4-benzyloxy-5-(benzyloxymethyl)-3-hydroxy-5-(triisopropylsilyloxy-methyl)tetrahydrofuran-2-yl]-6-oxo-1H-purin-2-yl]-2-methyl-propionamide